C[C@@]12CC[C@@H](C1(C)C)CC2=O (+)-2-bornanone